NC1=C(C(=NC(=C1CCl)Cl)Cl)F 4-amino-2,6-dichloro-5-fluoronicotinyl chloride